4-((1-Ethyl-7-methoxy-1H-indazol-6-yl)amino)-6-(cis-2-fluorocyclopropanecarboxamido)-N-(methyl-d3)nicotinamide C(C)N1N=CC2=CC=C(C(=C12)OC)NC1=CC(=NC=C1C(=O)NC([2H])([2H])[2H])NC(=O)[C@H]1[C@H](C1)F